FC(C1=NN=C(O1)C1=CC=C(CN(S(=O)(=O)CCCN(C)C)C2=CC=CC=C2)C=C1)F N-(4-(5-(difluoromethyl)-1,3,4-oxadiazol-2-yl)benzyl)-3-(dimethylamino)-N-phenylpropane-1-sulfonamide